N-(1,3-dioxoisoindolin-2-yl)-N-methyl-3-phenylpyrazine-2-carboxamide O=C1N(C(C2=CC=CC=C12)=O)N(C(=O)C1=NC=CN=C1C1=CC=CC=C1)C